C(C)(=O)OC1=C(C(=CC(=C1)N1N=CC2=CC(=CC=C12)OC1CCN(CC1)C(C)=O)F)F 5-(5-((1-Acetylpiperidin-4-yl) oxy)-1H-indazol-1-yl)-2,3-difluorophenyl acetate